(S)-2-chloro-12-(ethylthio)-1-fluoro-4,5,5a,6,7,8,9,10-octahydro-3,10a,11,13-tetraazanaphtho[1,8-ab]heptalene ClC=1C(=C2N=C(N=C3C2=C(CC[C@@H]2CCCCCN32)N1)SCC)F